FC1=CC=C(C=C1)C1=NN(C=C1C=1C=2N(N=CC1)C=CC2)C 3-(4-fluorophenyl)-1-methyl-4-[pyrrolo[1,2-b]pyridazin-4-yl]pyrazole